4-({[4-methoxy-1-(5-methylfuran-3-carbonyl)-3-{1-[2-(morpholin-4-yl)-2-oxoethyl]-6-oxopiperidin-3-yl}-1H-pyrazol-5-yl](methyl)amino}methyl)benzene-1-carboximidamide COC=1C(=NN(C1N(C)CC1=CC=C(C=C1)C(N)=N)C(=O)C1=COC(=C1)C)C1CN(C(CC1)=O)CC(=O)N1CCOCC1